ClC1=C(C(=CC(=C1)C1=CN(C(C(=C1C)C)=O)C)OC)CN1CC2=CC=CC(=C2CC1)CC1CCN(CC1)C(=O)OC(C)(C)C tert-butyl 4-[[2-[[2-chloro-6-methoxy-4-(1,4,5-trimethyl-6-oxo-3-pyridyl)phenyl]methyl]-3,4-dihydro-1H-isoquinolin-5-yl]methyl]piperidine-1-carboxylate